hexagalloyl-mannitol Hydrogen chloride Cl.C(C1=CC(O)=C(O)C(O)=C1)(=O)[C@@]([C@]([C@@]([C@@](C(O)(C(C1=CC(O)=C(O)C(O)=C1)=O)C(C1=CC(O)=C(O)C(O)=C1)=O)(O)C(C1=CC(O)=C(O)C(O)=C1)=O)(O)C(C1=CC(O)=C(O)C(O)=C1)=O)(O)C(C1=CC(O)=C(O)C(O)=C1)=O)(O)CO